N-(3-(2-(Bicyclo[1.1.1]pentan-1-yl)-5-(5-chloro-2-((2,2-dioxido-2-thiaspiro[3.3]heptan-6-yl)amino)pyrimidin-4-yl)thiazol-4-yl)-2-fluorophenyl)-2,6-difluorobenzenesulfonamide C12(CC(C1)C2)C=2SC(=C(N2)C=2C(=C(C=CC2)NS(=O)(=O)C2=C(C=CC=C2F)F)F)C2=NC(=NC=C2Cl)NC2CC1(CS(C1)(=O)=O)C2